CC1=C(C=CC(=C1)C)N1CCN(CC1)CC=1C=C2C(N(C(C2=CC1)=O)N1C(NC(CC1)=O)=O)=O 5-((4-(2,4-dimethylphenyl)piperazin-1-yl)methyl)-2-(2,4-dioxotetrahydropyrimidin-1(2H)-yl)isoindoline-1,3-dione